S1C=NC2=C1C(=CC=C2)C2=NN(C=C2)C2=NC(=NC(=C2)N2CCOCC2)[C@@H](CO)OC (S)-2-(4-(3-(benzo[d]thiazol-7-yl)-1H-pyrazol-1-yl)-6-morpholinopyrimidin-2-yl)-2-methoxyethan-1-ol